COC1=C(C=CC(=C1)S(=O)(=O)C)NCC#CC=1N(C2=CC=CC(=C2C1)NC1CCC(CC1)N1CCS(CC1)(=O)=O)CC(F)(F)F 4-((1S,4S)-4-((2-(3-((2-methoxy-4-(methyl-sulfonyl)phenyl)amino)prop-1-yn-1-yl)-1-(2,2,2-trifluoroethyl)-1H-indol-4-yl)amino)cyclohexyl)thiomorpholine 1,1-dioxide